N1C=C(C2=CC=CC=C12)C1=CC(=NC=C1)N 4-(3-indolyl)-2-aminopyridine